C1(=CC=C(C=C1)C)O para-cresyl alcohol